nickel (III) bromide [Ni](Br)(Br)Br